N-(5-(4-(5-chloro-4-fluoro-2-(2-hydroxypropan-2-yl)phenylamino)pyrimidin-2-ylamino)-2-(3-((dimethylamino)methyl)pyrrolidin-1-yl)-4-methoxyphenyl)acrylamide ClC=1C(=CC(=C(C1)NC1=NC(=NC=C1)NC=1C(=CC(=C(C1)NC(C=C)=O)N1CC(CC1)CN(C)C)OC)C(C)(C)O)F